N1(CC=CC=C1)C(=O)O.CC1=NC2=CC=C(C=C2C(=N1)N[C@H](C)C1=CC(=CC(=C1)C(F)(F)F)[N+](=O)[O-])C1CCNCC1 (R)-4-(2-Methyl-4-((1-(3-nitro-5-(trifluoromethyl)phenyl)ethyl)amino)quinazolin-6-yl)piperidine Pyridin-1-carboxylate